biphenyl-3,3'-dicarbonyl dibromide C1(=CC(=CC=C1)C(=O)Br)C1=CC(=CC=C1)C(=O)Br